CN(S(=O)(=O)N1C=NC(=C1)COC1=C(C=CC=C1)C=1N=CSC1)C N,N-dimethyl-4-((2-(thiazol-4-yl)phenoxy)methyl)-1H-imidazole-1-sulfonamide